CC1=NC2=C3C(=C(C=C2C(=N1)N)O[C@@H]1COCC1)OC(C3)C 2,8-dimethyl-6-(((S)-tetrahydrofuran-3-yl)oxy)-8,9-dihydrofuro[2,3-h]quinazolin-4-amine